CC1(OC2=C(C(=NC1)C=1C=NC3=CC=CC=C3C1)C=CC=C2F)C 2,2-dimethyl-9-fluoro-5-(quinolin-3-yl)-2,3-dihydrobenz[f][1,4]oxazepine